(7S)-11-chloro-9-(2,6-difluorophenyl)-7-methyl-12-(trifluoromethyl)-2,5,8,13-tetraazatricyclo[8.4.0.02,6]tetradeca-1(10),3,5,8,11,13-hexa-ene-4-carboxylic acid ethyl ester C(C)OC(=O)C1=CN2C=3C=NC(=C(C3C(=N[C@H](C2=N1)C)C1=C(C=CC=C1F)F)Cl)C(F)(F)F